NC(CC1=C(C=NC2=C(C=CC=C12)C1=CC(=CC(=C1)Cl)Cl)C(=O)N[C@H]1CCOC2=CC=CC=C12)=O 4-(2-amino-2-oxoethyl)-8-(3,5-dichlorophenyl)-N-[(4S)-3,4-dihydro-2H-chromen-4-yl]quinoline-3-carboxamide